CC1=CC(=NC=C1)N1N=CC(=C1)CC(=O)NC1=NN(C=C1)C(=O)[O-] 3-{2-[1-(4-methyl pyridin-2-yl) pyrazol-4-yl]acetamido}pyrazole-1-carboxylate